METHYL-4-ISOTHIAZOLIN CN1SC=CC1